2-Methylbenzoxazole CC=1OC2=C(N1)C=CC=C2